C(#N)C=1C=C(C=CC1F)NC(=O)N1CC=2C(=NN3C2C(CCC(C3)CNC(OC)=O)(F)F)CC1 Methyl ((2-((3-cyano-4-fluorophenyl)carbamoyl)-11,11-difluoro-2,3,4,7,8,9,10,11-octahydro-1H-pyrido[4',3':3,4]pyrazolo[1,5-a]azepin-8-yl)methyl)-carbamate